ClC1=C(COC(=O)N[C@H](C(=O)O)CCN(CCCCC2=NC=3NCCCC3C=C2)C2CC2)C(=CC=C1)F (S)-2-((((2-chloro-6-fluorobenzyl)oxy)carbonyl)amino)-4-(cyclopropyl(4-(5,6,7,8-tetrahydro-1,8-naphthyridin-2-yl)butyl)amino)butanoic acid